(3aR,5s,6aS)-N-(6-(3-Aminophenyl)pyridazin-3-yl)-2-((tetrahydro-2H-pyran-4-yl)methyl)octahydrocyclopenta[c]pyrrol-5-amine NC=1C=C(C=CC1)C1=CC=C(N=N1)NC1C[C@@H]2[C@@H](CN(C2)CC2CCOCC2)C1